C(#N)C1=CC=C(C2=CC=C(C=C12)O)N1CCN(CC1)C=1N=C2N(C(C1C)=O)C=C(C=C2[C@@H](C)NC2=C(C(=O)O)C=CC=C2)C (R)-2-((1-(2-(4-(4-cyano-6-hydroxynaphthalen-1-yl)piperazin-1-yl)-3,7-dimethyl-4-oxo-4H-pyrido[1,2-a]pyrimidin-9-yl)ethyl)amino)benzoic acid